ClC1=C(C=CC=C1F)N1C(=NC(=C(C1=O)C)C1=C(C=CC(=C1)C)S(=O)(=O)O)C 1-(2-chloro-3-fluorophenyl)-2,5-dimethyl-6-oxo-1,6-dihydropyrimidin-4-yl-4-methylbenzene-1-sulfonic acid